C(C=C)[C@@]1(OCCN(C1)CC=1C=CC(=NC1)NC1=NC=C(C(=N1)C=1C=C(C2=C(N(C(=N2)C)C(C)C)C1)F)F)C (S)-N-(5-((2-allyl-2-methylmorpholino)methyl)pyridin-2-yl)-5-fluoro-4-(4-fluoro-1-isopropyl-2-methyl-1H-benzo[d]imidazol-6-yl)pyrimidin-2-amine